C[C@@H]1CN(C[C@@H](O1)C=1N=CN(C1)C)S(=O)(=O)C1=CC=C(C=C1)C (2R,6R)-2-methyl-6-(1-methylimidazol-4-yl)-4-(p-tolylsulfonyl)morpholine